N-[(3,5-dimethoxy-4-methylphenyl)methyl]-4-phenylbutan-1-amine COC=1C=C(C=C(C1C)OC)CNCCCCC1=CC=CC=C1